ClC1=CC2=C(C=N1)C=C(N2C(=O)OC(C)(C)C)C2=C(C=C(C(=C2)F)F)C(F)F tert-Butyl 6-chloro-2-(2-(difluoromethyl)-4,5-difluorophenyl)-1H-pyrrolo[3,2-c]pyridine-1-carboxylate